4-(((2-(7-chloro-5-methylpyrrolo[2,1-f][1,2,4]triazin-4-yl)-2-azaspiro[3.3]heptan-6-yl)(methyl)amino)methyl)benzenesulfonamide ClC1=CC(=C2C(=NC=NN21)N2CC1(C2)CC(C1)N(C)CC1=CC=C(C=C1)S(=O)(=O)N)C